(bis(((1S,2R,4R,6S)-2-(methoxymethyl)-6-methyl-3-oxoquinuclidin-2-yl)methoxy)phosphoryl)-L-alanine benzyl ester C(C1=CC=CC=C1)OC([C@@H](NP(=O)(OC[C@]1(N2[C@H](C[C@H](C1=O)CC2)C)COC)OC[C@]2(N1[C@H](C[C@H](C2=O)CC1)C)COC)C)=O